ethyl 2-(5-bromo-1H-indazol-1-yl)acetate BrC=1C=C2C=NN(C2=CC1)CC(=O)OCC